(2,4-dichloropyrimidin-5-yl)propan-1-ol ClC1=NC=C(C(=N1)Cl)C(CC)O